NC1=C(C(=NC(=C1)C=1SC=CN1)C1=NC(=CC(=C1)OC)N1CC(CC1)(C(F)(F)F)O)C#N 4-amino-6'-(3-hydroxy-3-(trifluoromethyl)pyrrolidin-1-yl)-4'-methoxy-6-(thiazol-2-yl)-[2,2'-bipyridine]-3-carbonitrile